ClC1=C(C(=NC(=N1)C)N1CC=2C=CC(=NC2CC1)C(F)(F)F)C 6-(6-chloro-2,5-dimethylpyrimidin-4-yl)-2-(trifluoromethyl)-5,6,7,8-tetrahydro-1,6-naphthyridine